O=C1N(CCC(N1)=O)C=1C(=C(OCC(=O)NCC)C=CC1)C 2-(3-(2,4-dioxotetrahydropyrimidin-1(2H)-yl)-2-methylphenoxy)-N-ethylacetamide